C(C)(C)(C)NC(C1=C(C=NC=C1)C)=O N-(tert-Butyl)-3-methylisonicotinamide